[C@H]12CN(C[C@H](CC1)N2)C=2C1=C(N=C(N2)OCC23CCCN3CC3=C2C=NC=C3)C(=C(N=C1)C1=CC(=CC3=CC=CC(=C13)C#C)O)F 4-(4-((1R,5S)-3,8-diazabicyclo[3.2.1]octan-3-yl)-2-((8,9-dihydro-5H-pyrido[3,4-a]pyrrolizin-9a(7H)-yl)methoxy)-8-fluoropyrido[4,3-d]pyrimidin-7-yl)-5-ethynylnaphthalen-2-ol